1,2-ethanediyl bis(3-(2H-benzotriazol-2-yl)-2-hydroxybenzoate) N=1N(N=C2C1C=CC=C2)C=2C(=C(C(=O)OCCOC(C1=C(C(=CC=C1)N1N=C3C(=N1)C=CC=C3)O)=O)C=CC2)O